ClC=1C(N(C(=CC1OCC1=NC=C(C=C1F)F)C)C1=CC(=NC=C1C)C1=NC(=NC=C1)C1COC1)=O 3-chloro-4-((3,5-difluoropyridin-2-yl)methoxy)-5',6-dimethyl-2'-(2-(oxetan-3-yl)pyrimidin-4-yl)-2H-[1,4'-bipyridin]-2-one